bis(2,4-pentanedione) titanium (IV) [Ti+4].CC(CC(C)=O)=O.CC(CC(C)=O)=O